ClC=1C=C(C=CC1C(=O)N1CCNCC1)NC(=O)C=1N(C(=CN1)C1=C(C(=C(C=C1)OC)F)C(F)F)C N-[3-chloro-4-(piperazine-1-carbonyl)phenyl]-5-[2-(difluoromethyl)-3-fluoro-4-methoxy-phenyl]-1-methyl-imidazole-2-carboxamide